FC(C1=NC(=NO1)C=1C=C2CCC(C2=CC1)NC(=O)C1=NC=C(N=C1C)C)F N-(5-(5-(difluoromethyl)-1,2,4-oxadiazol-3-yl)-2,3-dihydro-1H-inden-1-yl)-3,5-dimethylpyrazine-2-carboxamide